4-(ethylamino)-2-((8-(4-morpholino-piperidine-1-carbonyl)-2,3-dihydro-benzo[b][1,4]dioxin-5-yl)amino)-7H-pyrrolo[2,3-d]pyrimidine C(C)NC=1C2=C(N=C(N1)NC1=CC=C(C=3OCCOC31)C(=O)N3CCC(CC3)N3CCOCC3)NC=C2